methyl (S)-2-benzyl-7-methyl-3-(((R)-piperidin-2-yl)methyl)-3,7,8,9-tetrahydro-6H-imidazo[4,5-f]quinoline-6-carboxylate C(C1=CC=CC=C1)C=1N(C=2C(=C3CC[C@@H](N(C3=CC2)C(=O)OC)C)N1)C[C@@H]1NCCCC1